FC1=CC(=CC=2N(C(=NC21)C)C(C)C)C2=NC(=NC=C2F)S(=O)(=O)C 4-fluoro-6-(5-fluoro-2-(methylsulfonyl)pyrimidine-4-yl)-1-isopropyl-2-methyl-1H-benzo[d]imidazole